3-(((5-(2,6-dimethylpyridin-4-yl)pent-4-yn-1-yl)oxy)methyl)-2-iodoaniline CC1=NC(=CC(=C1)C#CCCCOCC=1C(=C(N)C=CC1)I)C